8-(2-chloroacetyl)-4-((5-(benzofuran-7-yl)furan-2-yl)methyl)-1-thia-4,8-diazaspiro[4.5]decan-3-one ClCC(=O)N1CCC2(N(C(CS2)=O)CC=2OC(=CC2)C2=CC=CC=3C=COC32)CC1